2-(1-phenyl-1H-pyrazol-4-yl)-N-(propan-2-yl)-N-[(3S)-pyrrolidin-3-yl]-1,3-thiazole-4-carboxamide C1(=CC=CC=C1)N1N=CC(=C1)C=1SC=C(N1)C(=O)N([C@@H]1CNCC1)C(C)C